CCCCCCCCCCCC(=O)OC[C@H](COP(=O)([O-])OCC[N+](C)(C)C)OC(=O)CCCCC/C=C\C/C=C\C/C=C\C/C=C\CCCCC 1-dodecanoyl-2-(7Z,10Z,13Z,16Z-docosatetraenoyl)-glycero-3-phosphocholine